COCOC=1C(=CC2=CN(N=C2C1C)C)C=O 6-(methoxymethoxy)-2,7-dimethylindazole-5-carbaldehyde